1-Isopentyl-4-(4-(4-(4-methoxyphenyl)piperazin-1-yl)phenyl)-1H-1,2,4-triazol-5(4H)-one C(CC(C)C)N1N=CN(C1=O)C1=CC=C(C=C1)N1CCN(CC1)C1=CC=C(C=C1)OC